[1-[6-[6-(difluoromethyl)imidazo[1,2-b]pyridazin-3-yl]pyrimidin-4-yl]-3-piperidinyl]methanesulfonamide FC(C=1C=CC=2N(N1)C(=CN2)C2=CC(=NC=N2)N2CC(CCC2)CS(=O)(=O)N)F